ClC1=C(C=CC=C1)C1=CC(OC2=CC(=CC=C12)O)=O 4-(2-chlorophenyl)-7-hydroxy-2H-chromen-2-one